[2-(3-ethyl-4-methyl-2-oxo-3-pyrroline-carboxamido)ethyl]benzenesulfonamide C(C)C=1C(N(CC1C)C(=O)NCCC1=C(C=CC=C1)S(=O)(=O)N)=O